CN1C=CC(C=C1)=C1C=CN(C=C1)C N,N'-dimethyl-4,4-bipyridine